(E)-2-cyano-N,N-diethyl-3-(4-((2-methyl-[1,1'-biphenyl]-3-yl)methoxy)phenyl)acrylamide C(#N)/C(/C(=O)N(CC)CC)=C\C1=CC=C(C=C1)OCC=1C(=C(C=CC1)C1=CC=CC=C1)C